OP(O)(=O)OP(=O)(O)OP(=O)(O)O.CNC1=NC(NC=C1)=O methylcytosine triphosphate